O1CCC(CC1)OC1=C(C=C(N)C=C1)C=1N=NN(N1)C(C1=CC=CC=C1)(C1=CC=CC=C1)C1=CC=CC=C1 4-((tetrahydro-2H-pyran-4-yl)oxy)-3-(2-trityl-2H-tetrazol-5-yl)aniline